3-((3-chloro-2-methoxyphenyl)amino)-2-(3-((6-methylpyrazin-2-yl)methoxy)pyridin-4-yl)-1,5,6,7-tetrahydro-4H-pyrrolo[3,2-c]pyridin-4-one ClC=1C(=C(C=CC1)NC1=C(NC2=C1C(NCC2)=O)C2=C(C=NC=C2)OCC2=NC(=CN=C2)C)OC